N-[2-(3-cyanophenyl)-1-(6-methoxy-1,3-benzothiazol-2-yl)ethyl]-4-nitro-benzenesulfonamide C(#N)C=1C=C(C=CC1)CC(C=1SC2=C(N1)C=CC(=C2)OC)NS(=O)(=O)C2=CC=C(C=C2)[N+](=O)[O-]